NC1=CC=CC(=N1)S(=O)(=O)NC(=O)C=1C(=NC(=CC1)C=1C=NC(=CC1)OC(C)C)N1[C@@H](CCC1)C N-[(6-Amino-2-pyridyl)sulfonyl]-6-(6-isopropoxy-3-pyridyl)-2-[(2R)-2-methylpyrrolidin-1-yl]pyridin-3-carboxamid